BrC=1C=CC(=NC1)C1CCN(CC1)C 5-bromo-2-(1-methyl-4-piperidyl)pyridine